cumyl phenyl ether sulfate S(=O)(=O)(O)O.C1(=CC=CC=C1)OC(C)(C)C1=CC=CC=C1